NCC1C2C(CC(C1)C2)CN 2,6-bis(aminomethyl)norbornane